ClCC1=CC(=CC2=C1C=C(O2)C=2N=C1SC(=NN1C2)C)OC 6-(4-(chloromethyl)-6-methoxybenzofuran-2-yl)-2-methylimidazo[2,1-b][1,3,4]thiadiazole